C1(CCC1)OC1=C(C=CC=C1)C1CCN(CC1)[C@H]1CC2(CN(C2)C(=O)C2COC2)CC1 (R)-(6-(4-(2-cyclobutoxyphenyl)piperidin-1-yl)-2-azaspiro[3.4]oct-2-yl)(oxetan-3-yl)methanone